methyl (2S)-2-({(E)-[2-chloro-5-(3,5-dimethyl-2,6-dioxo-4-sulfanylidene-1,3,5-triazinan-1-yl)-4-fluorobenzylidene]amino}oxy)propanoate ClC1=C(\C=N\O[C@H](C(=O)OC)C)C=C(C(=C1)F)N1C(N(C(N(C1=O)C)=S)C)=O